NC1=NC=CC=C1C=1C(=CC2=C(N(C(N=C2N2[C@H](CN([C@@H](C2)C)C(C=C)=O)C)=O)C=2C(=NC=CC2C)C(C)C)N1)Cl (M)-7-(2-Amino-3-pyridyl)-6-chloro-4-[(2S,5R)-2,5-dimethyl-4-prop-2-enoyl-piperazin-1-yl]-1-(2-isopropyl-4-methyl-3-pyridyl)pyrido[2,3-d]pyrimidin-2-one